O=C1NC(CCC1N1C(C2=CC=CC(=C2C1)C#CCCCCN1CCC(CC1)C1=CC=C(C(=O)N2CCC(CC2)CCCCNC(\C=C\C=2C=NC=CC2)=O)C=C1)=O)=O (E)-N-(4-(1-(4-(1-(6-(2-(2,6-dioxopiperidin-3-yl)-1-oxoisoindolin-4-yl)hex-5-yn-1-yl)piperidin-4-yl)benzoyl)piperidin-4-yl)butyl)-3-(pyridin-3-yl)acrylamide